C(C(=C)C)(=O)OCCC[Si](OC)(OC)OC gamma-(methacryloxy)-propyltrimethoxysilane